NC(CN1C[C@@H](CC1)OC1=CC2=C(CC(O2)(C)C)C=C1NC(=O)C=1C=NN2C1N=CC=C2)=O (R)-N-(6-((1-(2-amino-2-oxoethyl)pyrrolidin-3-yl)oxy)-2,2-dimethyl-2,3-dihydrobenzofuran-5-yl)pyrazolo[1,5-a]pyrimidine-3-carboxamide